2-(2-(4-(trifluoromethoxy)phenoxy)acetyl)-8-(3-(trifluoromethyl)phenyl)-1,3,4,12a-tetrahydrobenzo[e]pyrazino[1,2-a][1,4]diazepine-6,12(2H,11H)-dione FC(OC1=CC=C(OCC(=O)N2CC3N(C(C4=C(NC3=O)C=CC(=C4)C4=CC(=CC=C4)C(F)(F)F)=O)CC2)C=C1)(F)F